CC1(CCC(C23C14C2CC(C4)C3(C)C)CCC(=O)O)C.C(C)(=O)O ACETATE ((7,7,8,8-tetramethyloctahydro-2,3b-methanocyclopenta[1,3]cyclopropa[1,2]benzen-4-yl)methyl acetate)